COC1=C(C=CC(=C1)OC)NC1=C(C(=O)NC=2C(=NC(=CC2)OC)C)C=C(C=C1)C(F)(F)F 2-((2,4-dimethoxyphenyl)amino)-N-(6-methoxy-2-methylpyridin-3-yl)-5-(trifluoromethyl)benzamide